(Z)-3-chloro-5-(prop-1-en-1-yl)benzonitrile ClC=1C=C(C#N)C=C(C1)\C=C/C